(S)-2-(cyanomethyl)-4-((R)-5-fluoro-2'-(methylthio)-3,4,5',8'-tetrahydro-1H,6'H-spiro[naphthalene-2,7'-quinazoline]-4'-yl)piperazine-1-carboxylic acid tert-butyl ester C(C)(C)(C)OC(=O)N1[C@H](CN(CC1)C1=NC(=NC=2C[C@@]3(CCC12)CC1=CC=CC(=C1CC3)F)SC)CC#N